ClC1=NC=C(C2=C1C=CO2)C=O 4-chlorofuro[3,2-c]pyridine-7-carbaldehyde